methyl N-[2-hydroxy-2-(3-pyridyl)ethyl]-N-[2-[6-(trifluoromethyl)-3-pyridyl]ethyl]carbamate OC(CN(C(OC)=O)CCC=1C=NC(=CC1)C(F)(F)F)C=1C=NC=CC1